N(=C=O)CCCCCCCCOC(C=C)=O acrylic acid 8-isocyanato-octyl ester